C(N1N=C(C(=C1)NC=1N=CC2=C(N1)N(C(=C2)C#N)C2CCOCC2)O[C@H]2[C@@H](OC2)C)([2H])([2H])[2H] 2-((1-(methyl-d3)-3-(((2S,3R)-2-methyloxetan-3-yl)oxy)-1H-pyrazol-4-yl)amino)-7-(tetrahydro-2H-pyran-4-yl)-7H-pyrrolo[2,3-d]pyrimidine-6-carbonitrile